C(C)(C)(C)OC(=O)N[C@H](C(=O)OC(C)(C)C)CC#C tert-butyl (S)-2-((tert-butoxycarbonyl) amino)-4-pentynoate